tert-butyl-2-((R)-1-(5-chloro-2-ethoxy-4-fluoro-3-((R)-5-oxopyrrolidin-3-yl)phenyl)ethyl)hydrazinecarboxylate C(C)(C)(C)OC(=O)NN[C@H](C)C1=C(C(=C(C(=C1)Cl)F)[C@@H]1CNC(C1)=O)OCC